FC(CN1[C@@H](C=2NC3=CC=CC=C3C2C[C@H]1C)C1=CC=C(C=C1)C(=O)C1CN(C1)CCCF)(C)C [4-[(1R,3R)-2-(2-fluoro-2-methyl-propyl)-3-methyl-1,3,4,9-tetrahydropyrido[3,4-b]indol-1-yl]phenyl]-[1-(3-fluoropropyl)azetidin-3-yl]methanone